pyridin-3-amine trifluoroacetate FC(C(=O)O)(F)F.N1=CC(=CC=C1)N